NC1=C(C=C(C=2C(C3=CC=CC=C3C(C12)=O)=O)NC1=C(C=C(C=C1)NC(C(=C)Br)=O)S(=O)(=O)[O-])S(=O)(=O)[O-].[Na+].[Na+] Disodium 1-amino-4-[[4-[(2-bromo-1-oxoallyl)amino]-2-sulfonatophenyl] amino]-9,10-dihydro-9,10-dioxoanthracene-2-sulfonate